C(C1=CC=CC=C1)OCC1CCC(CC1)N1N=C2C=C(C(=CC2=C1)Br)OC(C)C 2-[4-(benzyloxymethyl)cyclohexyl]-5-bromo-6-isopropoxy-indazole